C(C)OC1=C(C=CC(=C1)[N+](=O)[O-])N1CCN(CC1)CC 1-(2-ethoxy-4-nitrophenyl)-4-ethylpiperazine